Sodium 3-mercapto-1-propanesulfonate SCCCS(=O)(=O)[O-].[Na+]